ClC1=CC=C(C=C1)C(=O)N1CC2(CC2C1)C#CC1=NC=CC=C1 (4-chlorophenyl)(1-(pyridin-2-ylethynyl)-3-azabicyclo[3.1.0]hexan-3-yl)methanone